FC(C1=NN=C(O1)N1C(C2(CC1)CCNCC2)=O)(F)F 2-(5-(trifluoromethyl)-1,3,4-oxadiazol-2-yl)-2,8-diazaspiro[4.5]decan-1-one